N-(2-chloro-[1,1'-biphenyl]-4-yl)-3-(pyridin-4-yl)-7-oxabicyclo[2.2.1]heptane-2-carboxamide ClC1=C(C=CC(=C1)NC(=O)C1C2CCC(C1C1=CC=NC=C1)O2)C2=CC=CC=C2